5-bromo-6-ethylbenzofuran BrC=1C(=CC2=C(C=CO2)C1)CC